C(C1=CC=CC=C1)OC(=O)N1C[C@H]2N(C(C1)CN1C(C3=CC=CC=C3C1=O)=O)CCC2.C(=O)(O)C2=C(OC1=CC=C(C=C1)C(C)(C)C1=CC=C(C=C1)OC1=C(C(=CC=C1)C(=O)O)C(=O)O)C=CC=C2C(=O)O 2,2-Bis[4-(2,3-Dicarboxyphenoxy)phenyl]propane benzyl-(8aS)-4-[(1,3-dioxoisoindolin-2-yl)methyl]-3,4,6,7,8,8a-hexahydro-1H-pyrrolo[1,2-a]pyrazine-2-carboxylate